CN(C(OC1=CC2=C([C@H](N(C(O2)=O)CC2=CC(=CC=C2)NS(NC)(=O)=O)C)C=C1)=O)C (R)-4-methyl-3-(3-((N-methylsulfamoyl)amino)benzyl)-2-oxo-3,4-dihydro-2H-benzo[e][1,3]oxazin-7-yl dimethylcarbamate